4-(Benzylthio)-2-isopropyl-2H-1,2,3-triazole C(C1=CC=CC=C1)SC1=NN(N=C1)C(C)C